NC1=NC2=C(C=CC=C2C(=N1)C(=O)NC(C1=NC(=CC=C1)OC=1C=NC=C(C1)OC)([2H])[2H])OC 2-amino-N-[dideuterio-[6-[(5-methoxy-3-pyridyl)oxy]-2-pyridyl]methyl]-8-methoxy-quinazoline-4-carboxamide